FC=1C(=NC(=C(C#N)C1)N[C@H]1CNCCC1)C1=CN=C2N1N=C(C(=C2)OC)C(C(F)(F)F)(C)O 5-fluoro-6-(7-methoxy-6-(1,1,1-trifluoro-2-hydroxypropan-2-yl)imidazo[1,2-b]pyridazin-3-yl)-2-(((R)-piperidin-3-yl)amino)nicotinonitrile